di(n-octadecyl) phosphate P(=O)(OCCCCCCCCCCCCCCCCCC)(OCCCCCCCCCCCCCCCCCC)[O-]